(chloro)Palladium (i) Cl[Pd]